(3S)-7-((2S,5R)-4-acryloyl-2,5-dimethylpiperazin-1-yl)-9-chloro-10-(2,4-difluorophenyl)-3-((4-methylpiperazin-1-yl)methyl)-2H-[1,4]oxazino[2,3,4-ij]quinazolin-5(3H)-one C(C=C)(=O)N1C[C@@H](N(C[C@H]1C)C1=NC(N2C3=C(C(=C(C=C13)Cl)C1=C(C=C(C=C1)F)F)OC[C@@H]2CN2CCN(CC2)C)=O)C